CC=1C2CCC(CC2(CCC1)C)=O 5,8a-Dimethyl-3,4,4a,7,8,8a-hexahydro-1H-naphthalen-2-one